[C@H]12CNC[C@@H]2C1COC1=CC(=C(C(=C1)F)C=1C(=NC=2N(C1N[C@H](C(F)(F)F)C)N=CN2)Cl)F 6-(4-(((1R,5S,6r)-3-azabicyclo[3.1.0]hex-6-yl)methoxy)-2,6-difluorophenyl)-5-chloro-N-((S)-1,1,1-trifluoropropan-2-yl)-[1,2,4]triazolo[1,5-a]pyrimidin-7-amine